O(P(O)(=O)OP(=O)(O)OP(=O)(O)O)C[C@]1(O[C@@]([C@@H]([C@@H]1O)O)(C#N)C1=CN=C2C(=NC=NN21)N)F ((2S,3S,4R,5R)-5-(4-aminoimidazo[2,1-f][1,2,4]triazin-7-yl)-5-cyano-2-fluoro-3,4-dihydroxytetrahydrofuran-2-yl)methyl tetrahydrogen triphosphate